copper-zinc glucarate O=C([C@H](O)[C@@H](O)[C@H](O)[C@H](O)C(=O)[O-])[O-].[Zn+2].[Cu+2].O=C([C@H](O)[C@@H](O)[C@H](O)[C@H](O)C(=O)[O-])[O-]